OC=CN(CCS(=O)(=O)O)C=CO N,N-bis(2-hydroxyethenyl)-2-aminoethanesulfonic acid